C(C=C)N1C(N(C(N(C1=O)CC=C)=O)CC=C)=O triallyl-s-triazine-2,4,6-trione